n-buten C=CCC